F[C@H]1CN(CC[C@H]1N1CCNCC1)C1=C2C(C(N(C2=CC=C1)C1C(NC(CC1)=O)=O)=O)(C)C 3-(4-((3S,4R)-3-fluoro-4-(piperazin-1-yl)piperidin-1-yl)-3,3-dimethyl-2-oxoindolin-1-yl)piperidine-2,6-dione